C(C)(C)(C)NC1=C(N=C2N1C(=CC=C2)C2=C(C=CC1=CC=CC=C21)O)C2=CC=CC=C2 1-(3-(tert-butylamino)-2-phenylimidazo[1,2-a]pyridin-5-yl)naphthalen-2-ol